O1C(CCCC1)ONC(C=C)=O N-((tetrahydro-2H-pyran-2-yl)oxy)propeneamide